ClC1=NC2=CC(=C3C(=C2C=C1)C(NC3C3=C(C=CC(=C3)F)Cl)=O)NC(C3=CC(=CC(=C3)C(F)(F)F)F)=O N-(7-chloro-3-(2-chloro-5-fluorophenyl)-1-oxo-2,3-dihydro-1H-pyrrolo[3,4-f]quinolin-4-yl)-3-fluoro-5-(trifluoromethyl)benzamide